6-[5-[1-[[6-bromo-8-(difluoromethoxy)quinazolin-4-yl]-methyl-amino]ethyl]-1,2,4-triazol-1-yl]pyridine-3-carbonitrile BrC=1C=C2C(=NC=NC2=C(C1)OC(F)F)N(C(C)C1=NC=NN1C1=CC=C(C=N1)C#N)C